diphenyl-1,7-diphenyl-1,10-phenanthroline C1(=CC=CC=C1)C=1C(N(C2=C3N=CC=C(C3=CC=C2C1)C1=CC=CC=C1)C1=CC=CC=C1)C1=CC=CC=C1